3,5-dinitrobenzoic acid, 3,5-dinitrobenzoate salt [N+](=O)([O-])C=1C=C(C(=O)O)C=C(C1)[N+](=O)[O-].[N+](=O)([O-])C=1C=C(C(=O)O)C=C(C1)[N+](=O)[O-]